3-{[5-chloro-6-(5-methoxy-2-pyrazinyl)-2-indolyl]methyl}-1-(4-isoxazolyl)urea ClC=1C=C2C=C(NC2=CC1C1=NC=C(N=C1)OC)CNC(NC=1C=NOC1)=O